Methyl 2-iodo-4-chlorobenzoate IC1=C(C(=O)OC)C=CC(=C1)Cl